1,3-bis(diphenylphosphino)propane nickel chloride Cl[Ni]1([P](CCC[P]1(C1=CC=CC=C1)C1=CC=CC=C1)(C1=CC=CC=C1)C1=CC=CC=C1)Cl